O=C1NC2=CC=C(C=C2C=C1C=1C=C(C=CC1)NS(=O)(=O)C)C1=CC=C(C=C1)C1CCN(CC1)C(C)C N-[3-(2-oxo-6-{4-[1-(propan-2-yl)piperidin-4-yl]phenyl}-1,2-dihydroquinolin-3-yl)phenyl]methanesulfonamide